FC1(C(C1)C=1C=CC(N(C1)CC1=C(N=NN1C)C1=CC=C(C(=N1)CC)N1C[C@H](CCC1)CC(=O)O)=O)F ((3R)-1-(6-(5-((5-(2,2-difluorocyclopropyl)-2-oxopyridin-1(2H)-yl)methyl)-1-methyl-1H-1,2,3-triazol-4-yl)-2-ethylpyridin-3-yl)piperidin-3-yl)acetic acid